(S)-quinuclidin-3-yl (6-fluoro-5-(4-isopropoxyphenyl)-2,2-dimethyl-2,3-dihydro-1H-inden-1-yl)carbamate FC1=C(C=C2CC(C(C2=C1)NC(O[C@@H]1CN2CCC1CC2)=O)(C)C)C2=CC=C(C=C2)OC(C)C